1-benzylpyrrolidine-2,5-dicarbaldehyde C(C1=CC=CC=C1)N1C(CCC1C=O)C=O